4-[4-(3-Methoxycarbonylpropyl)-phenyl]-butanoic acid methyl ester COC(CCCC1=CC=C(C=C1)CCCC(=O)OC)=O